CC=1N(C(C2C(N1)C(=NC(=N2)N2C[C@@H](OCC2)C=2C=NN(C2)C)C2CCOCC2)=O)C 2,3-dimethyl-6-[(2S)-2-(1-methyl-1H-pyrazol-4-yl)morpholin-4-yl]-8-(oxacyclohex-4-yl)-3H,4ah,8ah-[1,3]diazino[5,4-d]pyrimidin-4-one